Ethyl (2Z)-2-cyano-2-(hydroxyimino)acetate C(#N)/C(/C(=O)OCC)=N/O